CC1=NC2=CC=CC(=C2C(N1[C@@H]1C(NC(CC1)=O)=O)=O)C#CCCCCCCN[C@@H]1[C@@]2(CC[C@H](C1)C2(C)C)C (S)-3-(2-methyl-4-oxo-5-(8-(((1R,2S,4R)-1,7,7-trimethylbicyclo[2.2.1]heptane-2-yl)amino)oct-1-yn-1-yl)quinazolin-3(4H)-yl)piperidine-2,6-dione